C1(CCC1)N1C=C(C(=CC1=O)NC1[C@@H]2CN(C[C@H]12)C)C(=O)N[C@H](C)C1=C(C(=CC=C1)C(F)F)F 1-cyclobutyl-N-((R)-1-(3-(difluoromethyl)-2-fluorophenyl)ethyl)-4-(((1R,5S,6s)-3-methyl-3-azabicyclo[3.1.0]hexan-6-yl)amino)-6-oxo-1,6-dihydropyridine-3-carboxamide